C(C)C(C(CC)CC)P(O)(=O)CC(CCCC)CC (1,2-diethylbutyl)(2-ethylhexyl)phosphinic acid